4-((8-cyclopentyl-7-oxo-7,8-dihydropyrido[2,3-d]pyrimidin-2-yl)amino)-N-(4-((2-(2,6-dioxo-piperidin-3-yl)-1,3-dioxoisoindolin-4-yl)amino)-cyclohexyl)-N-methylpiperidine-1-sulfonamide C1(CCCC1)N1C(C=CC2=C1N=C(N=C2)NC2CCN(CC2)S(=O)(=O)N(C)C2CCC(CC2)NC2=C1C(N(C(C1=CC=C2)=O)C2C(NC(CC2)=O)=O)=O)=O